FC=1C=C(C(=O)OCC)C=C(C1OC1(CC1)CCF)F ethyl 3,5-difluoro-4-(1-(2-fluoroethyl)cyclopropoxy)benzoate